Cl.NC1C(NC(CC1)=O)=O 3-amino-2,6-piperidinedione hydrochloride